FC1(CCC(CC1)NC1=CC(=NC(=N1)N1N=C(C=C1)C)C(=O)OCC)F ethyl 6-((4,4-difluorocyclohexyl)amino)-2-(3-methyl-1H-pyrazol-1-yl)pyrimidine-4-carboxylate